CN1CCC(CC1)S(=O)(=O)C1=CC=C(C=C1)NC(=O)NCC1=CN=CO1 [4-(1-methyl-piperidine-4-sulfonyl)-phenyl]-3-oxazol-5-ylmethyl-urea